NC=1C=2N(C3=CC(=C(C=C3N1)C)C(=O)N(C1COC(C3=NC(=CC=C31)C(F)(F)F)C)C)C=NC2 4-amino-N,7-dimethyl-N-(8-methyl-2-(trifluoromethyl)-5,8-dihydro-6H-pyrano[3,4-b]pyridin-5-yl)imidazo[1,5-a]quinoxaline-8-carboxamide